N-isopropyl-glycine isopropyl ester hydrochloride salt Cl.C(C)(C)OC(CNC(C)C)=O